(3R)-3-amino-5-[(4-chlorophenyl)methyl]-7-[5-(5,5-difluoro-1-methyl-3-piperidyl)-1,2,4-oxadiazol-3-yl]-8-fluoro-1-oxo-2,3-dihydro-1λ4,5-benzothiazepin-4-one N[C@H]1CS(C2=C(N(C1=O)CC1=CC=C(C=C1)Cl)C=C(C(=C2)F)C2=NOC(=N2)C2CN(CC(C2)(F)F)C)=O